(S)-(4-(4-fluoropyrazolo[1,5-a]pyridin-2-yl)-1,4,6,7-tetrahydro-5H-imidazo[4,5-c]pyridin-5-yl)(5-(4-methyl-1H-pyrazol-3-yl)-1,3,4-oxadiazol-2-yl)methanone FC=1C=2N(C=CC1)N=C(C2)[C@H]2N(CCC1=C2N=CN1)C(=O)C=1OC(=NN1)C1=NNC=C1C